COC1=CC2=C(C=C1)C1=C(CN(CCC1)C)O2 8-methoxy-2-methyl-2,3,4,5-tetrahydro-1H-benzofuro[2,3-c]azepine